ON=C(N)C1=NC(=C(C=C1)[N+](=O)[O-])NC[C@H]1OCC1 (S)-N'-hydroxy-5-nitro-6-((oxetan-2-ylmethyl)amino)pyridineformamidine